C1(=CC=CC=C1)P([O-])(=O)C(C1=C(C=C(C=C1C)C)C)=O.[Li+] Lithium Phenyl(2,4,6-trimethyl benzoyl)phosphinate